3-(6-Fluoro-4-(1-(9-(3-(7-(4-(2-hydroxyethyl)piperazin-1-yl)-2-methyl-3-phenylpyrazolo[1,5-a]pyrimidin-5-yl)phenyl)nonyl)piperidin-4-yl)-1-oxoisoindolin-2-yl)-piperidine-2,6-dione FC1=CC(=C2CN(C(C2=C1)=O)C1C(NC(CC1)=O)=O)C1CCN(CC1)CCCCCCCCCC1=CC(=CC=C1)C1=NC=2N(C(=C1)N1CCN(CC1)CCO)N=C(C2C2=CC=CC=C2)C